NC=1C(=CC(=NC1Cl)B(O)O)F (5-amino-6-chloro-4-fluoropyridin-2-yl)boronic acid